3-(4-(methylthio)phenyl)-5-methylpyrazol-4-ol CSC1=CC=C(C=C1)C1=NNC(=C1O)C